CC1(OC=2C(=NC(=CC2)C=2C(=CC(=NC2)NC(C)=O)NC2=NC(=CC=C2C2CCOCC2)S(=O)(=O)C)OC1)C N-(5-(2,2-dimethyl-2,3-dihydro-[1,4]dioxino[2,3-b]pyridin-6-yl)-4-((6-(methylsulfonyl)-3-(tetrahydro-2H-pyran-4-yl)pyridin-2-yl)amino)pyridin-2-yl)acetamide